2-N-butyryl-1,3,6-tri-O-benzyl-D-glucosamine C(CCC)(=O)N[C@H]1C(OCC2=CC=CC=C2)O[C@@H]([C@H]([C@@H]1OCC1=CC=CC=C1)O)COCC1=CC=CC=C1